N-((S)-1,1-dicyclopropyl-3-((2-fluoro-4-((S)-1-oxo-1-((R)-2-(trifluoromethyl)pyrrolidin-1-yl)propan-2-yl)phenyl)amino)-3-oxopropan-2-yl)-1-ethyl-1H-pyrazole-5-carboxamide C1(CC1)C([C@@H](C(=O)NC1=C(C=C(C=C1)[C@@H](C(N1[C@H](CCC1)C(F)(F)F)=O)C)F)NC(=O)C1=CC=NN1CC)C1CC1